NC=1C=C(OC2=CC=C(C=C2)C2=CC=CC=C2)C=CC1 4-(3-aminophenoxy)biphenyl